2-(3-(2-(Ethylamino)ethyl)-5-(trifluoromethyl)phenyl)-6-(3-((4-methyl-4H-1,2,4-triazol-3-yl)methyl)oxetan-3-yl)isoindolin-1-one C(C)NCCC=1C=C(C=C(C1)C(F)(F)F)N1C(C2=CC(=CC=C2C1)C1(COC1)CC1=NN=CN1C)=O